N4-(1-ethylpropyl)-N2-[1-hydroxy-7-(trifluoromethyl)3H-2,1-benzoxaborol-5-yl]-5-methyl-pyrimidine-2,4-diamine C(C)C(CC)NC1=NC(=NC=C1C)NC=1C=C(C2=C(COB2O)C1)C(F)(F)F